6-((6-Fluoropyridin-2-yl)methyl)-2,4-dimethyl-4,6-dihydro-5H-thiazolo[5',4':4,5]pyrrolo[2,3-d]pyridazin-5-one FC1=CC=CC(=N1)CN1N=CC2=C(C1=O)N(C1=C2SC(=N1)C)C